9,9-bis(4-nitrophenoxyphenyl)fluorene [N+](=O)([O-])C1=CC=C(OC2=C(C=CC=C2)C2(C3=CC=CC=C3C=3C=CC=CC23)C2=C(C=CC=C2)OC2=CC=C(C=C2)[N+](=O)[O-])C=C1